COC1=CC=C(C=C1)C(CN1C(=CC2=CC=C(C=C12)NC1=CC=C(C=C1)OC)C(=O)N1CCOCC1)=O 1-(4-methoxyphenyl)-2-(6-((4-methoxyphenyl)amino)-2-(morpholine-4-carbonyl)-1H-indol-1-yl)ethan-1-one